4-(2-(4-(5-chloro-2-(1H-1,2,3-triazol-1-yl)phenyl)-2,5-dioxapiperazin-1-yl)-3-phenylpropionamido)benzoic acid ClC=1C=CC(=C(C1)N1CON(CO1)C(C(=O)NC1=CC=C(C(=O)O)C=C1)CC1=CC=CC=C1)N1N=NC=C1